5-(6-methoxy-3-pyridyl)-3,3-dimethylmorpholine COC1=CC=C(C=N1)C1COCC(N1)(C)C